(3R,4R)-4-((3-chloro-4-((3-(2,3-dihydrobenzo[b][1,4]dioxin-6-yl)-2-methylbenzyl)oxy)benzyl)amino)pyrrolidin-3-ol ClC=1C=C(CN[C@H]2[C@@H](CNC2)O)C=CC1OCC1=C(C(=CC=C1)C1=CC2=C(OCCO2)C=C1)C